[N+](=O)([O-])[O-].[N+](=O)([O-])[O-].[N+](=O)([O-])[O-].[Cr+3] The molecule is an inorganic nitrate salt consisting of chromium and nitrate in which the ratio of chromium (in the +3 oxidation state) to nitrate is 1:3 It is an inorganic nitrate salt and a chromium coordination entity. It contains a chromium(3+).